N1C(CCC2=C1C=NNC2=O)=O 4,6-dihydropyrido[2,3-d]pyridazin-2,5(1H,3H)-dione